3,3-dimethyl-2,6-bis(trifluoromethyl)-2,3-dihydropyrrolo[2,1-b]quinazolin-9(1H)-one CC1(C(CN2C1=NC=1C=C(C=CC1C2=O)C(F)(F)F)C(F)(F)F)C